N-[(6-{[(cyclohexylmethyl)amino]methyl}imidazo[1,2-a]pyridin-2-yl)methyl]-4-oxo-4H,6H,7H,8H,9H-pyrido[1,2-a]pyrimidine-2-carboxamide C1(CCCCC1)CNCC=1C=CC=2N(C1)C=C(N2)CNC(=O)C=2N=C1N(C(C2)=O)CCCC1